CN1N=CC(=C1C1=CC=2N(C=C1)N=CC2)OC[C@@H]2N(CCC2)C 5-[2-methyl-4-[[(2R)-1-methylpyrrolidin-2-yl]methoxy]pyrazol-3-yl]pyrazolo[1,5-a]pyridin